methyl (2S)-2-{[(tert-butoxy) carbonyl] amino}-3-hydroxypropionate C(C)(C)(C)OC(=O)N[C@H](C(=O)OC)CO